C(C1=CC=CC=C1)OCC(C(CO)C1=CC=C(C=C1)Br)C(CO)CO 3-((benzyloxy)methyl)-2-(4-bromophenyl)-4-(hydroxymethyl)pentane-1,5-diol